Bis[4-(2,3-epithiopropoxy)cyclohexyl]methane C(C1CS1)OC1CCC(CC1)CC1CCC(CC1)OCC1CS1